1-(5-bromoquinoxalin-6-yl)-3-(2-ureidoethyl)urea BrC1=C2N=CC=NC2=CC=C1NC(=O)NCCNC(=O)N